N'-hydroxy-2-methylbenzamidine ON=C(C1=C(C=CC=C1)C)N